ClC1=C2COC(C2=CC=C1CCl)=O 4-chloro-5-(chloromethyl)isobenzofuran-1(3H)-one